S-[2,3-bis(palmitoyloxy)-(2RS)-propyl]-[R]-cysteinyl-[S]-lysyl-[S]-lysine C(CCCCCCCCCCCCCCC)(=O)O[C@@H](CSC[C@H](N)C(=O)N[C@@H](CCCCN)C(=O)N[C@@H](CCCCN)C(=O)O)COC(CCCCCCCCCCCCCCC)=O |&1:18|